FC(C(=O)O)(F)F.ClC=1C(=C(C=CC1)NC1=CC(=NC=2C=CNC(C12)=O)NC(=O)C1CC1)C=1C=NNC1C N-(4-((3-Chloro-2-(5-methyl-1H-pyrazol-4-yl)phenyl)amino)-5-oxo-5,6-dihydro-1,6-naphthyridin-2-yl)cyclopropanecarboxamide Trifluoroacetic Acid Salt